6-chloro-4-(6-cyclopropyloxy-2,3-dihydrobenzo[e][1,4]oxazepine-1(5H)-yl)-7-(2-hydroxyethoxy)-1-methylquinazolin-2(1H)-one ClC=1C=C2C(=NC(N(C2=CC1OCCO)C)=O)N1CCOCC2=C1C=CC=C2OC2CC2